N-(4-fluoro-quinolin-8-yl)-3-methylpyridine-2-sulfonamide FC1=CC=NC2=C(C=CC=C12)NS(=O)(=O)C1=NC=CC=C1C